1-hydroxy-4-(N-(4-phenoxyphenyl)sulfamoyl)-2-naphthoic acid OC1=C(C=C(C2=CC=CC=C12)S(NC1=CC=C(C=C1)OC1=CC=CC=C1)(=O)=O)C(=O)O